BrC1=CC=C(C=C1)N1C=NN(C1=O)CC1=CC=C(OC(C(=O)O)(C)C)C=C1 2-(4-((4-(4-Bromophenyl)-5-oxo-4,5-dihydro-1H-1,2,4-triazol-1-yl)meth-yl)phenoxy)-2-methylpropionic acid